FC=1C=C(CN2N=C(N=C2)C#N)C=C(C1OC)F 1-(3,5-difluoro-4-methoxybenzyl)-1H-1,2,4-triazole-3-carbonitrile